6-(4-((3-hydroxy-5-(4-methyl-1-oxo-1,3-dihydroisobenzofuran-5-yl)piperidin-1-yl)methyl)-1H-pyrazol-1-yl)-4-methylpyridine-3-carbonitrile OC1CN(CC(C1)C=1C(=C2COC(C2=CC1)=O)C)CC=1C=NN(C1)C1=CC(=C(C=N1)C#N)C